FC=1C(=C(C=CC1F)[C@H]1[C@H](O[C@]([C@@H]1C)(C(F)(F)F)C)C(=O)NC=1C=C(C=NC1)C(=O)N)OC 5-[[(2S,3S,4R,5R)-3-(3,4-Difluoro-2-methoxy-phenyl)-4,5-dimethyl-5-(trifluoromethyl)tetrahydrofuran-2-carbonyl]amino]pyridin-3-carboxamid